N1N=NC=C1CCC(=O)N1CC(C1)C1=CC=C(C=C1)OC(C(F)(F)F)(C)C 3-(1H-1,2,3-Triazol-5-yl)-1-(3-(4-((1,1,1-trifluoro-2-methylpropan-2-yl)oxy)phenyl)azetidin-1-yl)propan-1-one